FC1=C(C=CC(=C1F)CN1CCOCC1)NC=1C(=NC(=C(N1)OC)C=1C2=C(C=NC1)N(C=N2)C)C(=O)N 3-((2,3-Difluoro-4-(morpholinomethyl)phenyl)amino)-5-methoxy-6-(3-methyl-3H-imidazo[4,5-c]pyridin-7-yl)pyrazine-2-carboxamide